FC=1C=NC(N(C1)C1=CC=C(C=C1)C)N1C(=NC2=C1C=CC(=C2)[N+](=O)[O-])C 5-fluoro-2-(2-methyl-5-nitro-1H-benzimidazol-1-yl)-N-(4-methylphenyl)pyrimidine